(4-((3-chloro-1,4-diphenoxy-1,4-dihydronaphthalen-2-yl)amino)phenyl)isonicotinamide Methyl-5-chloro-8-(5,5-dimethyl-1,3-dioxan-2-yl)imidazo[1,5-a]pyridine-6-carboxylate COC(=O)C=1C=C(C=2N(C1Cl)C=NC2)C2OCC(CO2)(C)C.ClC2=C(C(C1=CC=CC=C1C2OC2=CC=CC=C2)OC2=CC=CC=C2)NC2=CC=C(C=C2)C2=C(C(=O)N)C=CN=C2